2-Methyl-propane-2-sulfinic acid {2-[6-amino-8-(6-iodo-benzo[1,3]dioxol-5-ylsulfanyl)-purin-9-yl]-ethyl}-amide NC1=C2N=C(N(C2=NC=N1)CCNS(=O)C(C)(C)C)SC1=CC2=C(OCO2)C=C1I